N1CCC2(CC1)[C@@H](C=1C(=NC=CC1)C2)N (S)-5,7-dihydrospiro[cyclopenta[b]pyridine-6,4'-piperidine]-5-amine